1,2-ethylenediphosphonic acid C(CP(O)(O)=O)P(O)(O)=O